COC(=O)C=1C(=CC(=CC1)NS(=O)(=O)CC)C1=CC=C(C=C1)C(F)F 4'-(Difluoromethyl)-5-(ethylsulfonamido)-[1,1'-biphenyl]-2-carboxylic acid methyl ester